ClC1=C(C(=CC=C1)F)CC(=O)NC1=CN=NC(=C1)NC1=CC(=CC=C1)F (2-chloro-6-fluorophenyl)-N-[6-(3-fluorophenylamino)pyridazin-4-yl]acetamide